C(=O)(O)C1=CC=C([C@H](N)C(=O)O)C=C1 (s)-4-carboxyphenylglycine